N-(2-cyanoethyl)-pyrrolidine C(#N)CCN1CCCC1